(R)-2-((S)-6-chloro-1-methyl-3,4-dihydroisoquinolin-2(1H)-yl)-4-((1-(hydroxymethyl)cyclobutyl)amino)-6,7-dihydrothieno[3,2-d]pyrimidine 5-oxide ClC=1C=C2CCN([C@H](C2=CC1)C)C=1N=C(C2=C(N1)CC[S@]2=O)NC2(CCC2)CO